C1(CC1)[C@@H](O)[C@H]1N2C(C3=CC=CC=C13)=CN=C2 (R)-cyclopropyl-((S)-5H-imidazo[5,1-a]isoindol-5-yl)methanol